6-(3-isopropyl-5-(octahydrocyclopenta[c]pyrrol-5-yl)-1H-indol-2-yl)-7,8-dimethyl-[1,2,4]triazolo[4,3-a]pyridine C(C)(C)C1=C(NC2=CC=C(C=C12)C1CC2C(CNC2)C1)C=1C(=C(C=2N(C1)C=NN2)C)C